OC=1C(=CC(=NC1)C)C1=CC=2N(C=C1)N=C(C2)NC(=O)C2CC2 N-(5-(5-Hydroxy-2-methylpyridin-4-yl)pyrazolo[1,5-a]pyridin-2-yl)cyclopropanecarboxamide